Cl.CC(C(=O)O)(CC)C 2,2-dimethylbutyric acid hydrochloride